ClC1=C(C2=C(N=C1Cl)NC=C2)C=O 5,6-dichloro-1H-pyrrolo[2,3-b]pyridine-4-carbaldehyde